FC=1C(=NC(=NC1)C1=NN(C(=C1)C1=NOC=C1)CC1=C(C=CC=C1)F)N 5-fluoro-2-(1-(2-fluorobenzyl)-5-(isoxazol-3-yl)-1H-pyrazol-3-yl)-pyrimidin-4-amine